NC=1N=C(C=C2C=C(N=CC12)NC(=O)[C@H]1[C@H](C1)F)C1=CC2=CC(N=C2C=C1C)=O |r| (±)-cis-N-(8-amino-6-(6-methyl-2-oxoindol-5-yl)-2,7-naphthyridin-3-yl)-2-Fluorocyclopropanecarboxamide